7-(5-amino-2-(2,4-difluorophenoxy)phenyl)-5-methylthieno[3,2-c]pyridin-4(5H)-one NC=1C=CC(=C(C1)C=1C2=C(C(N(C1)C)=O)C=CS2)OC2=C(C=C(C=C2)F)F